D-galactose 6-phosphate P(=O)(O)(O)OC[C@H]([C@@H]([C@@H]([C@H](C=O)O)O)O)O